[N+](=O)([O-])C1=CC=C(OCCC2=C(C=CC(=C2)O)C2=CC=CC=C2)C=C1 2-(2-(4-nitrophenoxy)ethyl)-[1,1'-biphenyl]-4-ol